acetic acid (1SR,3SR)-3-isopropyl-1-vinylcyclopentyl ester C(C)(C)[C@@H]1C[C@@](CC1)(C=C)OC(C)=O |r|